N1C=NCC1=O 2-imidazoline-5-one